2-(methylsulfonyl)benzo[d]thiazol-6-amide CS(=O)(=O)C=1SC2=C(N1)C=CC(=C2)C(=O)N